1-Ethyl 2-(3-(2-((S)-2-(2-(methoxymethoxy)phenyl)-6a,7,9,10-tetrahydro-5H-pyrazino[1',2':4,5]pyrazino[2,3-c]pyridazin-8(6H)-yl)ethoxy)isoxazol-5-yl)-3-methylbutanoate COCOC1=C(C=CC=C1)C=1C=C2C(=NN1)NC[C@@H]1N2CCN(C1)CCOC1=NOC(=C1)C(C(=O)OCC)C(C)C